(R)-4-((1-(3-(2-cyclopropyl-1H-imidazol-1-yl)phenoxy)propan-2-yl)oxy)-3-methylbenzonitrile C1(CC1)C=1N(C=CN1)C=1C=C(OC[C@@H](C)OC2=C(C=C(C#N)C=C2)C)C=CC1